S(N)(OC(C(F)(F)F)C(F)(F)F)(=O)=O [2,2,2-trifluoro-1-(trifluoromethyl)ethyl] sulfamate